3-[4-amino-5-(trifluoromethyl)pyrrolo[2,1-f][1,2,4]triazin-7-yl]-2-fluoro-N-[(3R,4S)-4-fluoro-1-(3,3,3-trifluoro-2,2-dimethylpropanoyl)pyrrolidin-3-yl]benzamide NC1=NC=NN2C1=C(C=C2C=2C(=C(C(=O)N[C@@H]1CN(C[C@@H]1F)C(C(C(F)(F)F)(C)C)=O)C=CC2)F)C(F)(F)F